C(C)(C)(C)C1=NOC(=N1)C(=O)NCC1=C(C=C(C=C1)C1=NC=NN2C1=CC(=C2)C=2C=NN(C2)C)OC 3-(tert-butyl)-N-(2-methoxy-4-(6-(1-methyl-1H-pyrazol-4-yl)pyrrolo[2,1-f][1,2,4]triazin-4-yl)benzyl)-1,2,4-oxadiazole-5-carboxamide